CC1NCCC1C(=O)O 2-methylpyrrolidine-3-carboxylic acid